BrC1=CC=C(C=C1)C(C)(C)C=1N=C(SC1)NC(=O)NCC1=CC(=C(C=C1)N1CCNCC1)OCCOC 1-(4-(2-(4-bromophenyl)-propan-2-yl)thiazol-2-yl)-3-(3-(2-methoxyethoxy)-4-(piperazin-1-yl)benzyl)-urea